L-(-)-3-carboxyl-2-hydroxypropyl-trimethylammonium chloride [Cl-].C(=O)(O)CC(C[N+](C)(C)C)O